8-bromopyrazolo[1,5-a][1,3,5]triazin-4-amine BrC=1C=NN2C1N=CN=C2N